4-amino-2-butoxy-7-(4-(morpholinomethyl)benzyl)-5H-pyrrolo[3,2-d]pyrimidin-6-carbonitrile NC=1C2=C(N=C(N1)OCCCC)C(=C(N2)C#N)CC2=CC=C(C=C2)CN2CCOCC2